C1(=CC=CC=C1)N1NC(=CC1C=CC1=C(C=C(C=C1)OC)OC)C=CC1=C(C=C(C=C1)OC)OC 1-phenyl-3-(2,4-dimethoxystyryl)-5-(2,4-dimethoxystyryl)-pyrazoline